ammonium sulfite (hydrogen sulfite) S(=O)(O)[O-].S(=O)([O-])[O-].[NH4+].[NH4+].[NH4+]